5-(2-(methylthio)-6-(trifluoromethyl)pyrimidin-4-yl)pyridin-2(1H)-one CSC1=NC(=CC(=N1)C=1C=CC(NC1)=O)C(F)(F)F